CN(C1=CC=C(C=2N1N=CN2)B(O)O)C (5-(dimethylamino)-[1,2,4]triazolo[1,5-a]pyridin-8-yl)boronic acid